C(C)(C)N1C2=NC(=NC=C2N=C1C=1C=NC=CC1)NC1=CC=C(C=C1)N1CCN(CC1)C 9-isopropyl-2-(4-(4-methylpiperazine-1-yl)anilino)-8-(pyridin-3-yl)-9H-purine